pyrenesuccinic acid C1(=CC=C2C=CC3=CC=CC4=CC=C1C2=C34)C(CC(=O)O)C(=O)O